C1(CC1)[C@]1(C(N(CC1)C=1C=2N(N=CC1)C=C(C2)C=2C=NN(C2)C)=O)C#N (3S)-3-cyclopropyl-1-[6-(1-methylpyrazol-4-yl)pyrrolo[1,2-b]pyridazin-4-yl]-2-oxopyrrolidine-3-carbonitrile